7-heptanhydroxamic acid CCCCCCC(=O)NO